FC1=C(C=CC=C1C)NC=1C2=C(N=CN1)C=CC(=N2)N2CCN(C1(CC1)C2)C(=O)OC(C)(C)C tert-Butyl 7-(4-((2-fluoro-3-methylphenyl)amino)pyrido[3,2-d]pyrimidin-6-yl)-4,7-diazaspiro[2.5]octane-4-carboxylate